3-{2-methyl-5-[(pyridin-2-yl)methoxy]-1-benzothiophene-3-amido}oxetane-3-carboxamide CC=1SC2=C(C1C(=O)NC1(COC1)C(=O)N)C=C(C=C2)OCC2=NC=CC=C2